(3S,4S)-4-(tert-butoxycarbonylamino)-3-methyl-2-oxa-8-azaspiro[4.5]decane C(C)(C)(C)OC(=O)N[C@@H]1[C@@H](OCC12CCNCC2)C